C1NCC12CC(C2)C=2C=CC(=NC2)NC=2N=CC1=C(N2)N(C(C(=C1C)C(C)=O)=O)C1CCCC1 2-((5-(2-azaspiro[3.3]heptan-6-yl)pyridin-2-yl)amino)-6-acetyl-8-cyclopentyl-5-methylpyrido[2,3-d]pyrimidin-7(8H)-one